4-(4-(4-aminoazepan-1-yl)-6-chloro-8-fluoro-2-(((2R,7aS)-2-fluorotetra-hydro-1H-pyrrolizin-7a(5H)-yl)methoxy)quinazolin-7-yl)-7-fluorobenzo[d]thiazol-2-amine NC1CCN(CCC1)C1=NC(=NC2=C(C(=C(C=C12)Cl)C1=CC=C(C2=C1N=C(S2)N)F)F)OC[C@]21CCCN1C[C@@H](C2)F